Cl.FC=1SC2=C(C1)C=CC(=C2)C2=NN1C(CN[C@@H](C1)C)=C2C2=CC=NC=C2 |r| racemic-2-(2-fluoro-1-benzothiophen-6-yl)-6-methyl-3-(pyridin-4-yl)-4,5,6,7-tetrahydropyrazolo[1,5-a]pyrazine hydrogen chloride